2-(4-(4-(4-(bicyclo[1.1.1]pentan-1-ylcarbamoyl)pyrimidin-2-yl)piperazine-1-carbonyl)phenyl)-1H-benzo[d]imidazole-4-carboxamide C12(CC(C1)C2)NC(=O)C2=NC(=NC=C2)N2CCN(CC2)C(=O)C2=CC=C(C=C2)C2=NC1=C(N2)C=CC=C1C(=O)N